BrC=1SC=C(N1)CN1CCN(CC1)C(=O)OC(C)(C)C tert-Butyl 4-[(2-bromo-1,3-thiazol-4-yl)methyl]piperazine-1-carboxylate